Isotricosanoyl chloride C(CCCCCCCCCCCCCCCCCCCC(C)C)(=O)Cl